FC=1C=C2C=C(C(NC2=CC1)=O)C(=O)N 6-fluoro-2-oxo-1,2-dihydroquinoline-3-carboxamide